1-[4-(1-Isopropyl-1H-pyrazole-4-sulfonyl)-phenyl]-3-oxazol-5-ylmethyl-urea C(C)(C)N1N=CC(=C1)S(=O)(=O)C1=CC=C(C=C1)NC(=O)NCC1=CN=CO1